FC=1C=CC(=C(C1)C(C(=O)NC=1SC=CN1)N1C(C2=CC(=CC=C2C1)N1CCC(CC1)NC)=O)O 2-(5-fluoro-2-hydroxyphenyl)-2-(6-(4-(methylamino)piperidin-1-yl)-1-oxoisoindolin-2-yl)-N-(thiazol-2-yl)acetamide